2-butyl-N-phenyl-benzofuran-3-carboxamide C(CCC)C=1OC2=C(C1C(=O)NC1=CC=CC=C1)C=CC=C2